N-(5-Methyl-2-(1-methyl-1H-imidazol-2-yl)-6-(1-methyl-1H-pyrazol-3-yl)pyrrolo[2,1-f][1,2,4]triazin-4-yl)-2,3-dihydrofuro[3,2-c]pyridin-6-amine CC=1C(=CN2N=C(N=C(C21)NC2=CC1=C(C=N2)CCO1)C=1N(C=CN1)C)C1=NN(C=C1)C